Methyl 4-amino-1-(4-aminophenyl)-2-oxo-7-(trifluoromethyl)-1,2-dihydroquinoline-3-carboxylate NC1=C(C(N(C2=CC(=CC=C12)C(F)(F)F)C1=CC=C(C=C1)N)=O)C(=O)OC